N-(2-Amino-1-(4-(hydroxymethyl)thiazol-2-yl)ethyl)-5-(5-fluoropyridin-2-yl)-1H-pyrrole-2-carboxamide NCC(C=1SC=C(N1)CO)NC(=O)C=1NC(=CC1)C1=NC=C(C=C1)F